1-({3-iodoimidazo[1,5-a]pyridin-6-yl}methyl)pyrrolidine IC1=NC=C2N1C=C(C=C2)CN2CCCC2